C(C1=CC=CC=C1)=O trans-benzaldehyde